3-bromo-N-(4-fluoro-2-nitrophenyl)propanamide BrCCC(=O)NC1=C(C=C(C=C1)F)[N+](=O)[O-]